FC1=C2C(=NC=NC2=CC(=C1)N1C[C@@H](CCC1)NC)NC1=CC2=CN(N=C2C(=C1)F)C (R)-5-fluoro-N-(7-fluoro-2-methyl-2H-indazol-5-yl)-7-(3-(methylamino)piperidin-1-yl)quinazolin-4-amine